C1OCC12CCC(CC2)OCCO 2-(2-oxaspiro[3.5]nonan-7-yloxy)ethanol